tert-butyl((1-ethynylcyclobutyl)methoxy)diphenylsilane C(C)(C)(C)[Si](C1=CC=CC=C1)(C1=CC=CC=C1)OCC1(CCC1)C#C